C(C)C1=C(C=CC=C1)C1=CC=C(C=C1)C[C@H](N)C(=O)O 3-(2'-ethylbiphenyl-4-yl)alanine